C1=CC(=C(C(=C1C[C@@H](C(=O)O)N)SC[C@@H](C(=O)O)N)O)O The molecule is an L-tyrosine derivative that is L-DOPA in which the hydrogen at position 2 on the phenyl ring is replaced by a cysteinyl group. Found in the urine of patients with melanoma. It has a role as a human urinary metabolite. It is a member of catechols, a S-organyl-L-cysteine, a L-tyrosine derivative, an aryl sulfide, an amino dicarboxylic acid, a diamine and a S-conjugate. It derives from a L-dopa.